1-((3-(pyridin-4-ylethynyl)pyridin-4-yl)mercapto)-1-cyclobutanepropanoic acid N1=CC=C(C=C1)C#CC=1C=NC=CC1SC1(CCC1)CCC(=O)O